tert-Butyl 4-[3-[3-[[2-chloro-6-[3-(3,3-dicyclopropylpropoxy)pyrazol-1-yl]pyridine-3-carbonyl]sulfamoyl]pyrazol-1-yl]propyl]-2,2-dimethyl-pyrrolidine-1-carboxylate ClC1=NC(=CC=C1C(=O)NS(=O)(=O)C1=NN(C=C1)CCCC1CC(N(C1)C(=O)OC(C)(C)C)(C)C)N1N=C(C=C1)OCCC(C1CC1)C1CC1